C(C)(C)(C)OC(=O)N([C@@H]1C[C@H](N(C1)C(=O)OC(C)(C)C)C(=O)OCC1=CC=CC=C1)C 2-Benzyl 1-tert-butyl (2S,4R)-4-[tert-butoxycarbonyl(methyl)amino]pyrrolidine-1,2-dicarboxylate